ClC1=C(C[C@@H]2N(OCC2)C2=CC(=NC=N2)NC=2C(=CC(=C(C2)NC(C=C)=O)N2CCC(CC2)N2C[C@@H](OCC2)C)OC)C=CC=C1Cl N-(5-((6-((S)-3-(2,3-dichlorobenzyl)isoxazolidine-2-yl)pyrimidine-4-yl)amino)-4-methoxy-2-(4-((S)-2-methylmorpholino)piperidine-1-yl)phenyl)acrylamide